[Si](C)(C)(C(C)(C)C)OCCN1N=NC(=C1)N1C=C(C2=C(C=C(C(=C12)F)Cl)NC(OC(C)(C)C)=O)C=1C=NN(C1)C1OCCCC1 tert-Butyl N-[1-[1-[2-[tert-butyl(dimethyl)silyl]oxyethyl]triazol-4-yl]-6-chloro-7-fluoro-3-(1-tetrahydropyran-2-ylpyrazol-4-yl)indol-4-yl]carbamate